4-((1-(4-(2-(2-aminopyridin-3-yl)-5-(fluoromethoxy)-3H-imidazo[4,5-b]pyridin-3-yl)benzyl)piperidin-4-yl)amino)pyrimidine-2-carbonitrile NC1=NC=CC=C1C1=NC=2C(=NC(=CC2)OCF)N1C1=CC=C(CN2CCC(CC2)NC2=NC(=NC=C2)C#N)C=C1